methyl ((1s,3s)-3-(9-(1-isopropyl-1H-indazol-5-yl)-8-(1-methyl-1H-pyrazol-4-yl)-2-oxo-2,3,4,7-tetrahydro-1H-pyrrolo[3',2':5,6]pyrido[4,3-d]pyrimidin-1-yl)cyclobutyl)carbamate C(C)(C)N1N=CC2=CC(=CC=C12)C1=C(NC2=C1C=1N(C(NCC1C=N2)=O)C2CC(C2)NC(OC)=O)C=2C=NN(C2)C